C(C)(C)C=1C(=CC(=C(C)C1)N)N 5-isopropyl-2,4-diaminotoluene